OCCNC=1C=C(C=C(C1C)C)NCCO 2-({3-[(2-Hydroxyethyl)-amino]-4,5-dimethylphenyl}amino)ethanol